OC([C@H](C[C@H]1C(NCC1)=O)NC([C@H](CC(C)C)NC(=O)OC1(CC1)CC=1C=NC=CC1)=O)S(=O)(=O)[O-] (2S)-1-Hydroxy-2-((S)-4-methyl-2-(((1-(pyridin-3-ylmethyl)cyclopropoxy)carbonyl)amino)pentanamido)-3-((S)-2-oxopyrrolidin-3-yl)propane-1-sulfonate